tert-butyl 3-[3-chloro-7-(difluoromethyl)pyrrolo[2,3-c]pyridazin-6-yl]azetidine-1-carboxylate ClC1=CC2=C(N=N1)N(C(=C2)C2CN(C2)C(=O)OC(C)(C)C)C(F)F